N-((1S,4s)-4-((R)-3-methoxypyrrolidin-1-yl)cyclohexyl)-6-(4,4,5,5-tetramethyl-1,3,2-dioxaborolan-2-yl)quinazolin-2-amine CO[C@H]1CN(CC1)C1CCC(CC1)NC1=NC2=CC=C(C=C2C=N1)B1OC(C(O1)(C)C)(C)C